8-methoxy-N-[(1-methylpyrazol-3-yl)methyl]-6-(5-methyl-2-pyridyl)quinazolin-4-amine COC=1C=C(C=C2C(=NC=NC12)NCC1=NN(C=C1)C)C1=NC=C(C=C1)C